[Si](C)(C)(C(C)(C)C)O[C@H]1C[C@@H](NC1)C=1N=C2N(C=C(C=C2N2C(OCC2)=O)C2CC2)C1 3-(2-((2R,4S)-4-((tert-butyldimethylsilyl)oxy)pyrrolidin-2-yl)-6-cyclopropylimidazo[1,2-a]pyridin-8-yl)oxazolidin-2-one